3-(1H-imidazole-2-yl)-2-(6-methyl-4-(trifluoromethyl)pyridin-2-yl)hexahydrocyclopenta[c]pyrrole-1(2H)-one N1C(=NC=C1)C1C2C(C(N1C1=NC(=CC(=C1)C(F)(F)F)C)=O)CCC2